C(C)(C)(C)NC=1N(C(C(=CC1C(=O)OC)Cl)=C=O)C methyl 2-(tert-butylamino)-5-chloro-1-methyl-6-carbonyl-1,6-dihydropyridine-3-carboxylate